CN(CC(=O)N1CCN(CC1)C1=C(N=C(S1)C1=NNC(=C1C(C)C)C=1C=C(C=2N(C1)N=CN2)OC)C)C 2-(Dimethylamino)-1-(4-(2-(4-isopropyl-5-(8-methoxy-[1,2,4]triazolo[1,5-a]pyridin-6-yl)-1H-pyrazol-3-yl)-4-methylthiazol-5-yl)piperazin-1-yl)ethan-1-one